C(C)(=O)C=1C(=NC(=CC1)C=1C=NN2C1C=CC(=C2)OC=2N=NC(=CC2)C)N2N=C(C=C2C)C#N 1-[3-acetyl-6-[6-(6-methylpyridazin-3-yl)oxypyrazolo[1,5-a]pyridin-3-yl]-2-pyridyl]-5-methyl-pyrazole-3-carbonitrile